BrC=1C(=NC(=CC1)OC)C(F)(F)F 3-bromo-6-methoxy-2-(trifluoromethyl)pyridine